2-(bis(2-bromoethyl)amino)-N-(2-morpholinoethyl)-5-nitrobenzenesulfonamide BrCCN(C1=C(C=C(C=C1)[N+](=O)[O-])S(=O)(=O)NCCN1CCOCC1)CCBr